Methyl (1S,3S)-3-((6-(5-(cyanomethyl)-1-methyl-1H-1,2,3-triazol-4-yl)-2-methylpyridin-3-yl)oxy)cyclohexane-1-carboxylate C(#N)CC1=C(N=NN1C)C1=CC=C(C(=N1)C)O[C@@H]1C[C@H](CCC1)C(=O)OC